3-(4-oxo-3H-thieno[2,3-d]pyrimidin-2-yl)propionic acid O=C1C2=C(N=C(N1)CCC(=O)O)SC=C2